2-(azetidin-1-yl)-N-[7-fluoro-2-(hydroxymethyl)indan-5-yl]acetamide N1(CCC1)CC(=O)NC=1C=C2CC(CC2=C(C1)F)CO